ClC1=CC=C(C(=N1)OC(F)(F)F)CO (6-Chloro-2-(trifluoromethoxy)pyridin-3-yl)methanol